CC1(C2NC(C1C=C2)=O)C (±)-7,7-dimethyl-2-azabicyclo[2.2.1]hept-5-en-3-one